(1-(2,2,2-trifluoroethyl)-1H-pyrazol-4-yl)methyl ((7-chloro-2-(2,6-dioxopiperidin-3-yl)-4-fluoro-3-oxoisoindolin-5-yl)methyl)carbamate ClC=1C=C(C(=C2C(N(CC12)C1C(NC(CC1)=O)=O)=O)F)CNC(OCC=1C=NN(C1)CC(F)(F)F)=O